5-chloro-3-(2-chloro-3-fluoro-5-methylpyridin-4-yl)-2,6-dimethylpyrimidin-4(3H)-one ClC=1C(N(C(=NC1C)C)C1=C(C(=NC=C1C)Cl)F)=O